4-(β,γ-dihydroxypropyl)amino-3-nitro-trifluoromethylbenzene OC(CNC1=C(C=C(C=C1)C(F)(F)F)[N+](=O)[O-])CO